2-cyclopropyl-8-(trifluoromethyl)imidazo[1,2-a]pyridin C1(CC1)C=1N=C2N(C=CC=C2C(F)(F)F)C1